lithium (lithio)-oxazole [Li]C=1OC=CN1.[Li]